3-nitro-7,8-bis(1H-tetrazole-5-yl)pyrazolo[5,1-c][1,2,4]triazin [N+](=O)([O-])C1=CN2C(N=N1)=C(C(=N2)C2=NN=NN2)C2=NN=NN2